C(C)(C)(C)N1[C@H](COCC1)C=O tert-Butyl-(R)-3-formyl-morpholine